C(C)(C)(C)C1=CC2=C(C3=CC=CC=C3C=C2C=C1)OC(=O)CCC(=O)O 2-(tert-butyl)-9-(2-carboxy-ethyl)carbonyloxyanthracene